1,3-diaminoglycerol NOCC(O)CON